5-hexadien-3-ol CC/C(=C\C=C)/O